N[C@@H](CCC(=O)O)C(=O)O.CC=1C(=C(C=CC1Br)C)[N+](=O)[O-] Dimethyl-(4-bromo-2-nitrobenzene) L-glutamate